NC1=C2N=CN(C2=NC(=N1)SCC)[C@H]1[C@@H]([C@@H]([C@@]2(C[C@H]12)CO)O)O (1R,2R,3S,4R,5S)-4-(6-Amino-2-(ethylthio)-9H-purin-9-yl)-1-(hydroxymethyl)bicyclo[3.1.0]hexane-2,3-diol